4-(7-fluoroimidazo[1,2-a]pyridin-3-yl)isoindol-1-one FC1=CC=2N(C=C1)C(=CN2)C2=C1C=NC(C1=CC=C2)=O